6-(6-(difluoromethoxy)pyridin-3-yl)-2-((4-phenyloxazol-5-yl)methyl)pyridazin-3(2H)-one FC(OC1=CC=C(C=N1)C=1C=CC(N(N1)CC1=C(N=CO1)C1=CC=CC=C1)=O)F